N1(N=CN=C1)C(C)=O (1H-1,2,4-triazole-1-yl)-1-ethanone